1,5-dideoxy-1,5-imino-D-glucitol N1C[C@H](O)[C@@H](O)[C@H](O)[C@H]1CO